4-(2-Bromocyclopent-1-en-1-yl)-1-ethyl-3-(trifluoromethyl)-1H-pyrazole BrC1=C(CCC1)C=1C(=NN(C1)CC)C(F)(F)F